BrC=1C=C2C=CN=C(C2=CC1)CN(CCCCN)CC1=NC=CC=C1C N1-((6-Bromoisoquinolin-1-yl)methyl)-N1-((3-methylpyridin-2-yl)methyl)butane-1,4-diamine